2-Methylpentan CC(C)CCC